C[Si](OC1=CC=C(C=O)C=C1)(C)C 4-(trimethylsiloxy)benzaldehyde